CC1=CC=C(N=N1)NC1=CC2=C(NC=N2)C=C1OC1COC1 N-(6-methyl-pyridazin-3-yl)-6-(oxetan-3-yloxy)-1H-benzimidazol-5-amine